1,3,4-oxadiazolidinium O1C[NH2+]NC1